1,2,4-oxadiazole-3-carboxamide trifluoroacetate FC(C(=O)O)(F)F.O1N=C(N=C1)C(=O)N